C(C)C(CCCCCCCCC)C1=CC=CC2=CC=CC=C12 Alpha-(1-ethyldecyl)naphthalene